CC1=NC=C(C(=N1)C(F)(F)F)N1CC2(C1)CN(CC2)C2=CN=C1C(=N2)N(N=C1)[C@H]1COCC1 2-[2-methyl-4-(trifluoromethyl)pyrimidin-5-yl]-6-{1-[(3R)-oxolan-3-yl]-1H-pyrazolo[3,4-b]pyrazin-6-yl}-2,6-diazaspiro[3.4]octane